N-(1-(4-cyano-3-(trifluoromethyl)phenyl)-2-oxopyrrolidin-3-yl)-4-ethoxy-3-(5-methyl-4-oxo-7-propyl-3,4-dihydroimidazo[5,1-f][1,2,4]triazin-2-yl)benzenesulfonamide C(#N)C1=C(C=C(C=C1)N1C(C(CC1)NS(=O)(=O)C1=CC(=C(C=C1)OCC)C1=NN2C(C(N1)=O)=C(N=C2CCC)C)=O)C(F)(F)F